CN(CC(=O)NC=1C=NC=C(C1)C1=CC=CC=2N1N=CC2C(=O)N2CCCCC2)C 2-(dimethylamino)-N-(5-(3-(piperidine-1-carbonyl)pyrazolo[1,5-a]pyridin-7-yl)pyridin-3-yl)acetamide